2-{3-[2-(4-fluoropiperidin-1-yl)ethoxy]phenyl}-N-methylethan-1-amine FC1CCN(CC1)CCOC=1C=C(C=CC1)CCNC